COC=1C=C(C=NC1C)CNCC[C@]1(CCOC2(CCCC2)C1)C1=NC=CC=C1 [(5-methoxy-6-methylpyridin-3-yl)methyl]({2-[(9R)-9-(pyridin-2-yl)-6-oxaspiro[4.5]decan-9-yl]ethyl})amine